1-(3-(bis(4H-benzo[d][1,3]dioxin-6-yl)methoxy)azetidine-1-carbonyl)-1H-benzo[d][1,2,3]triazole-6-carbonitrile O1COCC2=C1C=CC(=C2)C(OC2CN(C2)C(=O)N2N=NC1=C2C=C(C=C1)C#N)C1=CC2=C(OCOC2)C=C1